ON1C(N)(N=C(N)N=C1N)O 1,2-dihydroxymelamine